C(N)(=O)C1(CCOCC1)NC(=O)C1=C(OC2=C1C=C(C=C2)OCC2CC2)C N-(4-carbamoyloxan-4-yl)-5-(cyclopropylmethoxy)-2-methyl-1-benzofuran-3-carboxamide